((2-(((3S,6S,9aS)-3-(3-(3-methylpyrazin-2-yl)azetidine-1-carbonyl)-5-oxooctahydro-1H-pyrrolo[1,2-a]azepin-6-yl)carbamoyl)benzo[b]thiophen-5-yl)methyl)phosphonic acid CC=1C(=NC=CN1)C1CN(C1)C(=O)[C@@H]1CC[C@H]2N1C([C@H](CCC2)NC(=O)C2=CC1=C(S2)C=CC(=C1)CP(O)(O)=O)=O